(E)-4-(2-(3-(1,1-difluoroethyl)-1-ethyl-1H-pyrazol-4-yl)phenyl)-6-(4-(dimethylamino)but-2-enoyl)-4,5,6,7-tetrahydrothieno[2,3-c]pyridine-2-carbonitrile FC(C)(F)C1=NN(C=C1C1=C(C=CC=C1)C1C2=C(CN(C1)C(\C=C\CN(C)C)=O)SC(=C2)C#N)CC